2-[2-(3-cyclopropyl-1H-pyrazol-5-yl)tetrahydropyran-4-yl]-4-(2,4-difluorophenyl)-6,7-dimethyl-pteridine C1(CC1)C1=NNC(=C1)C1OCCC(C1)C1=NC2=NC(=C(N=C2C(=N1)C1=C(C=C(C=C1)F)F)C)C